NCCOCCOCCC(=O)NC1=C(C(=O)NC2=NN(C(=C2)C2CC2)C)C=CC=C1 2-(3-(2-(2-Aminoethoxy)ethoxy)propanamido)-N-(5-cyclopropyl-1-methyl-1H-pyrazol-3-yl)benzamide